N-((S)-1-(((S)-1-amino-1-oxo-3-((S)-2-oxopyrrolidin-3-yl)propan-2-yl)amino)-4-methyl-1-oxopentan-2-yl)-4-methoxy-1H-indole-2-carboxamide NC([C@H](C[C@H]1C(NCC1)=O)NC([C@H](CC(C)C)NC(=O)C=1NC2=CC=CC(=C2C1)OC)=O)=O